{4-[(2S)-5-(carbamoylamino)-2-[(2S)-2-({[(9H-fluoren-9-yl)methoxy]carbonyl}amino)-3-methylbutanamido]pentanamido]phenyl}methyl 4-nitrophenyl carbonate C(OCC1=CC=C(C=C1)NC([C@H](CCCNC(N)=O)NC([C@H](C(C)C)NC(=O)OCC1C2=CC=CC=C2C=2C=CC=CC12)=O)=O)(OC1=CC=C(C=C1)[N+](=O)[O-])=O